FC1=C(CNC(=O)C2=NC(=NO2)C2=CC=C(C=C2)Cl)C=CC(=C1)F N-(2,4-difluorobenzyl)-3-(p-chlorophenyl)-1,2,4-oxadiazole-5-carboxamide